CN(C1CN(CCC1)C(=O)C1=CC=C2C(=CC(OC2=C1)=O)C1=C(C=CC=C1)C)C 7-(3-(dimethylamino)piperidine-1-carbonyl)-4-(o-tolyl)-2H-chromen-2-one